(R)-1-(3-acetylphenyl)-3-(3-(1-methoxypropan-2-yl)-2,4-dioxo-1-(2-(piperidin-1-yl)ethyl)-1,2,3,4-tetrahydroquinazolin-6-yl)urea C(C)(=O)C=1C=C(C=CC1)NC(=O)NC=1C=C2C(N(C(N(C2=CC1)CCN1CCCCC1)=O)[C@@H](COC)C)=O